N(=[N+]=[N-])CCOCCOCCOCCN(CCCNC1=NC(=NC2=CC=CC=C12)CN(C)C1CCC(CC1)C(C)(C)C)C 4-(16-azido-5-methyl-8,11,14-trioxa-1,5-diazahexadecan-1-yl)-2-[(4-tert-butylcyclohexyl)(methyl)amino]methylquinazoline